O1CCCC2=CC(=CC=C12)NC chroman-6-yl-methylamine